4-nitrobenzene-1,2-diol [N+](=O)([O-])C=1C=C(C(=CC1)O)O